[Si](C)(C)(C(C)(C)C)OCC1(CC1)O 1-[[tert-butyl(dimethyl)silyl]oxymethyl]cyclopropanol